3-[cis-4-(2-methylpropyl)cyclohexyl]Propionaldehyde CC(C[C@H]1CC[C@H](CC1)CCC=O)C